2-((4-(bis(isopropylsulfanyl)methyl)-2-methoxyphenoxy)methyl)-4-methylbenzo[d]oxazole C(C)(C)SC(C1=CC(=C(OCC=2OC3=C(N2)C(=CC=C3)C)C=C1)OC)SC(C)C